(R)-4-(7-(4-bromo-3-(trifluoromethyl)benzoyl)-6-methyl-4-oxo-2-(1H-pyrazol-1-yl)-5,6,7,8-tetrahydropyrido[3,4-d]pyrimidin-3(4H)-yl)-N-methylbenzamide BrC1=C(C=C(C(=O)N2CC=3N=C(N(C(C3C[C@H]2C)=O)C2=CC=C(C(=O)NC)C=C2)N2N=CC=C2)C=C1)C(F)(F)F